1-(2-benzyloxy-3,5-bis(trifluoromethyl)phenyl)-3-(2-hydroxyethyl)imidazolidine-2-one C(C1=CC=CC=C1)OC1=C(C=C(C=C1C(F)(F)F)C(F)(F)F)N1C(N(CC1)CCO)=O